[K+].P(=O)([O-])([O-])[O-].C(CCC)OCCCC.[K+].[K+] butyl ether phosphate potassium salt